difluorobicyclo[4.2.0]octa-1(6),2,4-trien FC1=C(C=2CCC2C=C1)F